C(#N)C1=CC=2N(N=C1)C(=CC2)C2=CC(=C(C=N2)C2=NN=C(S2)N2CCN(CC2)C(=O)OC(C)(C)C)NC2CCOCC2 tert-butyl 4-(5-(6-(3-cyanopyrrolo[1,2-b]pyridazin-7-yl)-4-((tetrahydro-2H-pyran-4-yl)amino)pyridin-3-yl)-1,3,4-thiadiazol-2-yl)piperazine-1-carboxylate